4-(4-nitrophenyl)-2-phenyl-5-(phenyl-amino)-4H-imidazole [N+](=O)([O-])C1=CC=C(C=C1)C1N=C(N=C1NC1=CC=CC=C1)C1=CC=CC=C1